(R)-N-(2-methoxy-4-(4-(4-methylpiperazin-1-yl)piperidin-1-yl)phenyl)-6-(3-(naphthalene-2-yl)isoxazolidin-2-yl)pyrimidin-4-amine COC1=C(C=CC(=C1)N1CCC(CC1)N1CCN(CC1)C)NC1=NC=NC(=C1)N1OCC[C@@H]1C1=CC2=CC=CC=C2C=C1